1-[3-(trifluoromethyl)phenyl]methylamine FC(C=1C=C(C=CC1)CN)(F)F